C(C)OC(=O)C=1N=NNC1NC1=CC=C(C=C1)Br 5-((4-bromophenyl)amino)-1H-1,2,3-triazole-4-carboxylic acid ethyl ester